1-(1-methyl-6-carbonyl-1,6-dihydropyridin-3-yl)-1H-pyrazole-4-carboxamide CN1C=C(C=CC1=C=O)N1N=CC(=C1)C(=O)N